C(C)(C)C=1C=NN2C1N=C(C=C2NCC=2C=C(C=CC2)NC(C(=C)C)=O)C=2CCNCC2 N-(3-(((3-isopropyl-5-(1,2,3,6-tetrahydropyridin-4-yl)pyrazolo[1,5-a]pyrimidin-7-yl)amino)methyl)phenyl)methacrylamide